CC=1N=C2N(C=C(C=C2)C)C1C(=O)N1[C@H](C=2C(CC1)=C(N(N2)C)C2=CC(=C(C(=C2)F)F)F)C (2,6-dimethylimidazo[1,2-a]pyridin-3-yl)-[(7S)-2,7-dimethyl-3-(3,4,5-trifluorophenyl)-5,7-dihydro-4H-pyrazolo[3,4-c]pyridin-6-yl]methanone